(S)-4-(2-carbamoylpyrrolidin-1-yl)-2-chloro-7,8-dihydropyrido[4,3-d]pyrimidine-6(5H)-carboxylic acid tert-butyl ester C(C)(C)(C)OC(=O)N1CC2=C(N=C(N=C2N2[C@@H](CCC2)C(N)=O)Cl)CC1